N-[(5S)-1'-(7-bromo-6-methyl-pyrazolo[1,5-a]pyrazin-4-yl)-2-methyl-spiro[5,7-dihydro-cyclopenta[b]pyridin-6,4'-piperidin]-5-yl]carbamic acid tert-butyl ester C(C)(C)(C)OC(N[C@@H]1C=2C(=NC(=CC2)C)CC12CCN(CC2)C=2C=1N(C(=C(N2)C)Br)N=CC1)=O